FC1(CN(C1)C1=CC=2C(N=C1)=NN(C2)C=2C=C(C=CC2F)N2CCC2)F N-{3-[5-(3,3-difluoroazetidin-1-yl)-2H-pyrazolo[3,4-b]pyridin-2-yl]-4-fluorophenyl}azetidine